7-((1,2-Dimethyl-1H-pyrrolo[2,3-b]pyridin-6-yl)oxy)-2-azaspiro[3.5]nonan CN1C(=CC=2C1=NC(=CC2)OC2CCC1(CNC1)CC2)C